2-[1-(3-ethoxy-4-methoxyphenyl)-2-methylsulfonylethyl]-4-acetylaminoisoindoline-1,3-dione C(C)OC=1C=C(C=CC1OC)C(CS(=O)(=O)C)N1C(C2=CC=CC(=C2C1=O)NC(C)=O)=O